C(CCC)C=1C=NC(=NC1C)S 5-n-butyl-2-mercapto-6-methylpyrimidine